Cl.Cl.N1C=NCC1.N1C=NCC1 bis(2-imidazolin) dihydrochloride